(S)-(4-(4-fluoropyrazolo[1,5-a]pyridin-2-yl)-6,7-dihydro-1H-imidazo[4,5-c]pyridin-5(4H)-yl)(6-methylpyrazolo[1,5-a]pyridin-3-yl)methanone FC=1C=2N(C=CC1)N=C(C2)[C@H]2N(CCC1=C2N=CN1)C(=O)C=1C=NN2C1C=CC(=C2)C